(6,6-difluoro-4,5,6,7-tetrahydropyrazolo[1,5-a]pyridin-2-yl)methyl ((2-(2,6-dioxopiperidin-3-yl)-4-fluoro-3-oxoisoindolin-5-yl)methyl)carbamate O=C1NC(CCC1N1CC2=CC=C(C(=C2C1=O)F)CNC(OCC1=NN2C(CCC(C2)(F)F)=C1)=O)=O